COC1=CC=C2C(=CNC2=C1)CCN 2-(6-methoxy-1H-indol-3-yl)ethylamine